4-fluoro-6-methyl-1H-pyrrolo[2,3-b]pyridine-2-carboxylic acid FC1=C2C(=NC(=C1)C)NC(=C2)C(=O)O